[(Z)-3-(4-{4-methyl-6-(tetrahydropyran-2-yloxy)-3-[3-(tetrahydropyran-2-yloxy)phenyl]-2H-chromen-2-yl}phenyl)allyl]-[9-(4,4,5,5,5-pentafluoropentylsulfanyl)nonyl]amine CC1=C(C(OC2=CC=C(C=C12)OC1OCCCC1)C1=CC=C(C=C1)\C=C/CNCCCCCCCCCSCCCC(C(F)(F)F)(F)F)C1=CC(=CC=C1)OC1OCCCC1